(1-hexamethyleneimino)methyltrimethoxysilane N1(CCCCCC1)C[Si](OC)(OC)OC